ClC1=CC(=C(C=C1)C1=CC=C(C=C1)C(=O)NCC(=O)O)F (4'-chloro-2'-fluoro-[1,1'-biphenyl]-4-carbonyl)glycine